COC1=NC=CC(=C1N1CCC(CC1)N)C 2'-Methoxy-4'-methyl-3,4,5,6-tetrahydro-2H-[1,3']bipyridinyl-4-ylamine